2-Formylbenzyl-(methyl)carbamic acid tert-butyl ester C(C)(C)(C)OC(N(C)CC1=C(C=CC=C1)C=O)=O